ClC1=C(C(=O)N2COC3=C(C2)C=CC=C3C3=CC(=C(C(=O)O)C=C3F)N3C2COCC3CC2)C(=CC(=C1)N1[C@@H](CN(CC1)CC)C)Cl 4-[3-[2,6-Dichloro-4-[(2R)-4-ethyl-2-methylpiperazin-1-yl]benzoyl]-2,4-dihydro-1,3-benzoxazin-8-yl]-5-fluoro-2-(3-oxa-8-azabicyclo[3.2.1]octan-8-yl)benzoic acid